FC1C(NC(CC1C(=O)O)NC1=NNC(=C1)C)C 3-fluoro-6-[(5-methyl-1H-pyrazol-3-yl)amino]-2-methyl-piperidine-4-carboxylic acid